C(C)(=O)N1CCN(CC1)C=1C=CC(=NC1)N1C(NC(CC1)=O)=O 1-(5-(4-acetylpiperazin-1-yl)pyridin-2-yl)dihydropyrimidine-2,4(1H,3H)-dione